(S)-ethyl 2-(1-(tert-butoxycarbonyl) pyrrolidin-2-yl)-4-(4-((4-(trifluoro-methyl) pyridin-2-yl) carbamoyl) phenyl)-1H-imidazole-5-carboxylate C(C)(C)(C)OC(=O)N1[C@@H](CCC1)C=1NC(=C(N1)C1=CC=C(C=C1)C(NC1=NC=CC(=C1)C(F)(F)F)=O)C(=O)OCC